C(C)(=O)C1=NN(C2=C(C=C(C=C12)C=1C=NC(=NC1)C)C)CC(=O)N1[C@@H]2C[C@@]2(C[C@H]1C(=O)NCCCCC1=CC=CC=C1)C (1R,3S,5R)-2-(2-(3-acetyl-7-methyl-5-(2-methylpyrimidin-5-yl)-1H-indazol-1-yl)acetyl)-5-methyl-N-(4-phenylbutyl)-2-azabicyclo[3.1.0]hexane-3-carboxamide